C(C)(=O)NC1=CC=NN1C1=NN=C(S1)NC(=O)C=1OC(C(=C(C1)I)OCC(COC)(C)C)=O N-[5-(5-acetamidopyrazol-1-yl)-1,3,4-thiadiazol-2-yl]-4-iodo-5-(3-methoxy-2,2-dimethylpropoxy)-6-oxopyran-2-carboxamide